4-[1-methyl-5-[(3R)-3-methylmorpholin-4-yl]-3-[1-(oxan-2-yl)-1H-pyrazol-3-yl]-1H-pyrazolo[4,3-b]pyridin-7-yl]benzene CN1N=C(C2=NC(=CC(=C21)C2=CC=CC=C2)N2[C@@H](COCC2)C)C2=NN(C=C2)C2OCCCC2